ClC=1C=CC=C2C1OCC[C@]21N=C2N(C=C(C=C2OCF)C(F)(F)F)C1 (S)-8-chloro-8'-(fluoromethoxy)-6'-(trifluoromethyl)-3'H-spiro[chromane-4,2'-imidazo[1,2-a]pyridine]